3-(4-((2-((6-methoxypyrazin-2-yl)amino)pyridin-4-yl)methoxy)naphthalen-1-yl)urea COC1=CN=CC(=N1)NC1=NC=CC(=C1)COC1=CC=C(C2=CC=CC=C12)NC(N)=O